CN(C(C(=O)C1=CC=C(C=C1)N1CCOCC1)(CC)CC1=CC=CC=C1)C 2-(dimethylamino)-1-(4-morpholinophenyl)-2-benzyl-1-butanone